C(C)(C)OC1=CC=C(CNC=2C=CC=C3C(=CC=NC23)C=2C=NN(C2)CCOC)C=C1 N-(4-isopropoxybenzyl)-4-(1-(2-methoxyethyl)-1H-pyrazol-4-yl)quinolin-8-amine